ClC1=CC=C(C=C1)[C@H](C)NC=1N=CC2=C(N1)N(C(C=C2)=O)CC2=CC=C(C=C2)O 2-{[(1S)-1-(4-Chlorophenyl)ethyl]amino}-8-(4-hydroxybenzyl)pyrido[2,3-d]pyrimidin-7(8H)-on